6-(5-chloro-2-pyridyl)-6,7-dihydro-7-hydroxy-5H-pyrrolo[3,4-b]pyrazin-5-one ClC=1C=CC(=NC1)N1C(C2=NC=CN=C2C1=O)O